BrC1=NC2=CC=C(C=C2C=N1)C1=CC=C(C=C1)C(C)(C)C=1C=C(C(=C(C#N)C1)OCCOCCO)Cl 5-[1-[4-(2-bromoquinazolin-6-yl)phenyl]-1-methyl-ethyl]-3-chloro-2-[2-(2-hydroxyethoxy)ethoxy]benzonitrile